C(CCCCCCCCCCCCCCCCC)C=1C=C(CO)C=C(C1CCCCCCCCCCCCCCCCCC)CCCCCCCCCCCCCCCCCC 3,4,5-Trioctadecyl-benzyl alcohol